N(=NC(C(=O)[O-])(CC)C)C(C(=O)[O-])(CC)C 2,2'-azobis-(methyl isobutyrate)